NC1=NNC2=CC=CC(=C12)C(C(F)(F)F)(C)O 2-(3-amino-1H-indazol-4-yl)-1,1,1-trifluoropropan-2-ol